OCC=1C=C(C=C(C1)OC(F)(F)F)CCO 2-(3-(hydroxymethyl)-5-(trifluoromethoxy)phenyl)ethanol